ClC1=C2CCC(C2=CC=C1OCCCl)C1=CC=C(C=C1)O 4-(4-chloro-5-(2-chloroethoxy)-2,3-dihydro-1H-inden-1-yl)phenol